(R)-N-((3S,4S)-8-(5-((4-chloro-2-methyl-2H-indazole-5-yl)thio)-1-methyl-6-oxo-1,6-dihydropyrimidin-2-yl)-3-methyl-2-oxa-8-azaspiro[4.5]decan-4-yl)-2-methylpropane-2-sulfinamide ClC=1C2=CN(N=C2C=CC1SC1=CN=C(N(C1=O)C)N1CCC2([C@@H]([C@@H](OC2)C)N[S@](=O)C(C)(C)C)CC1)C